(2S)-1-[3-[5-(4-fluorophenyl)-6-(2-methoxy-1,1-dimethyl-ethyl)-1H-pyrrolo[2,3-f]indazol-7-yl]azetidin-1-yl]-2-hydroxy-propan-1-one FC1=CC=C(C=C1)N1C(=C(C2=C1C=C1C=NNC1=C2)C2CN(C2)C([C@H](C)O)=O)C(COC)(C)C